3-(benzo[d]oxazol-2-yl)azetidine-1-carboxylic acid tert-butyl ester C(C)(C)(C)OC(=O)N1CC(C1)C=1OC2=C(N1)C=CC=C2